C1(CCCC1)NC(=O)C1=NC2=NC(=NC(=C2N1)N1CCOCC1)N/N=C/C=1C=C(C=CC1)C N-cyclopentyl-6-morpholino-2-[(2E)-2-(m-tolylmethylene)hydrazino]-7H-purine-8-carboxamide